C(C1=CC=CC=C1)OC(=O)N(CCN(C1=CC(=C(C=C1)F)Cl)C1=CC=NC2=CC=C(C=C12)C=1C=C(N(N1)C)C(=O)O)CCCNCC(=O)NC 5-[4-[N-[2-[benzyloxycarbonyl-[3-[[2-(methylamino)-2-oxo-ethyl]amino]propyl]amino]ethyl]-3-chloro-4-fluoro-anilino]-6-quinolyl]-2-methyl-pyrazole-3-carboxylic acid